3-[2-(2-Aminoethoxy)ethoxy]-N,N-dibenzyl-2-fluoro-propan-1-amine NCCOCCOCC(CN(CC1=CC=CC=C1)CC1=CC=CC=C1)F